4-(1,3-dimethyl-2-oxo-7-(piperidin-4-yl)-1,2-dihydroquinolin-5-yl)-1-methyl-1,2,3,4-tetrahydroquinoxaline-6-carbonitrile CN1C(C(=CC2=C(C=C(C=C12)C1CCNCC1)N1CCN(C2=CC=C(C=C12)C#N)C)C)=O